BrC1=C(SC=2C1=NC=C(C2N(C)C)C(=O)O)C 3-bromo-7-(dimethylamino)-2-methylthieno[3,2-b]pyridine-6-carboxylic acid